COC1=CC=C(C=C1)C[C@@H](C(=O)OC)NC(CC1CCN(CC1)C(CCC1=NC=CN=C1)=O)=O Methyl (S)-3-(4-methoxyphenyl)-2-(2-(1-(3-(pyrazin-2-yl)propanoyl)piperidin-4-yl)acetamido)propanoate